FC=1C=C2CCC(NC2=CC1)C=1C=NNC1 6-fluoro-2-(1H-pyrazole-4-yl)-1,2,3,4-tetrahydroquinoline